Benzyl (triphenyl-λ5-phosphanylidene)carbamate C1(=CC=CC=C1)P(C1=CC=CC=C1)(C1=CC=CC=C1)=NC(OCC1=CC=CC=C1)=O